2-(1-(3-(5-bromopyridin-2-yl)oxetan-3-yl)-1H-1,2,3-triazol-4-yl)-6-cyclopropylpyrazine BrC=1C=CC(=NC1)C1(COC1)N1N=NC(=C1)C1=NC(=CN=C1)C1CC1